(E)-6-(2,6-dichloro-4-ethoxyphenyl)-N'-(3,5-dimethoxybenzylidene)pyrazine-2-carbohydrazide ClC1=C(C(=CC(=C1)OCC)Cl)C1=CN=CC(=N1)C(=O)N/N=C/C1=CC(=CC(=C1)OC)OC